C(C1=CC=CC=C1)C=1C=NC(=NC1)C1CN(CC1)C=1C=NN2N=C(C=CC21)C=2C=NN(C2)C 3-(3-(5-benzylpyrimidin-2-yl)pyrrolidin-1-yl)-6-(1-methyl-1H-pyrazol-4-yl)pyrazolo[1,5-b]pyridazine